p-azidobenzyloxycarbonyl-lysine N(=[N+]=[N-])C1=CC=C(COC(=O)N[C@@H](CCCCN)C(=O)O)C=C1